9-(4-chloro-6-phenyl-1,3,5-triazine-2-yl)carbazole ClC1=NC(=NC(=N1)C1=CC=CC=C1)N1C2=CC=CC=C2C=2C=CC=CC12